ClC1=CC(=C(C(=O)O)C=C1Cl)C(C1=CC=C(C=C1)Cl)=O 4,5-dichloro-2-(4-chlorobenzoyl)benzoic acid